C1(=CC=CC=C1)P(=CC=O)(C1=CC=CC=C1)C1=CC=CC=C1 2-(triphenyl-lambda5-phosphanylidene)acetaldehyde